S(C1=C(C(=CC(=C1)Cl)C)O)C1=C(C(=CC(=C1)Cl)C)O 2,2'-Thiobis(4-chloro-6-methylphenol)